NC=1N=CC(=NC1C1=CN=CO1)C=1C=C(C=CC1C([2H])([2H])[2H])S(=O)(=O)NC12CCC(C1)(C2)C#N 3-(5-Amino-6-(oxazol-5-yl)pyrazin-2-yl)-N-(4-cyanobicyclo[2.1.1]hexan-1-yl)-4-(methyl-d3)benzenesulfonamide